P(=O)([O-])([O-])[O-].C(C)C(C[Nd+3]CC(CCCC)CC)CCCC di-(2-ethylhexyl)neodymium phosphate